C[Si](C)(C)C#CC=1C(=CSC1)OCC1=C(CN2CCOCC2)C=CC=C1 4-[2-({4-[(trimethylsilyl)ethynyl]thiophen-3-yloxy}methyl)benzyl]morpholine